NC1=C(C2=C(N=C(O2)C)C=C1C)C(=O)O 6-amino-2,5-dimethyl-1,3-benzoxazole-7-carboxylic acid